FC(C=1C=C(C=CC1F)C=1C=C2C(=NC1)N(C(N2CC=2N=NC=CC2)=O)C)F 6-[3-(Difluoromethyl)-4-fluoro-phenyl]-3-methyl-1-(pyridazin-3-ylmethyl)imidazo[4,5-b]pyridin-2-one